1-(endo-3-((4-((4-([1,2,4]Triazolo[1,5-a]pyridin-7-yloxy)-2-fluoro-3-methylphenyl)amino)-7-methoxy-quinazolin-6-yl)oxy)-8-azabicyclo[3.2.1]octan-8-yl)prop-2-en-1-one N=1C=NN2C1C=C(C=C2)OC2=C(C(=C(C=C2)NC2=NC=NC1=CC(=C(C=C21)OC2CC1CCC(C2)N1C(C=C)=O)OC)F)C